ClC1=C(C=C(C=C1)Cl)[N+](=O)[O-] 2,5-dichloro-nitrobenzene